C1(CC1)S(=O)(=O)C=1C=C(OC[C@H](CN(C(OC(C)(C)C)=O)[C@H]2COC3(C2)CCNCC3)O)C=CC1 tert-Butyl ((S)-3-(3-(Cyclopropylsulfonyl)phenoxy)-2-hydroxypropyl)((R)-1-oxa-8-azaspiro[4.5]decan-3-yl)carbamate